5-(3-(4-(trifluoromethoxy)phenoxy)-6-(trifluoromethyl)pyridazine-4-carboxamido)pyridazine 1-oxide FC(OC1=CC=C(OC=2N=NC(=CC2C(=O)NC=2C=CN=[N+](C2)[O-])C(F)(F)F)C=C1)(F)F